N-(tert-butyl)-5-(5''-(methylsulfonamido)dispiro[cyclopropane-1,1'-cyclohexane-4',3''-indoline]-1''-carbonyl)thiophene-3-sulfonamide C(C)(C)(C)NS(=O)(=O)C1=CSC(=C1)C(=O)N1CC2(C3=CC(=CC=C13)NS(=O)(=O)C)CCC1(CC2)CC1